(S)-4-benzyl-3-oxo-1,4-oxazepan-7-carboxylic acid methyl ester COC(=O)[C@@H]1CCN(C(CO1)=O)CC1=CC=CC=C1